FC1=CC=C(C=C1)N1CCN(CC1)C1=C(N=C2C(=N1)N(N=C2I)C2OCCCC2)CO N-(4-fluorophenyl)-4-[5-(hydroxymethyl)-3-iodo-1-(oxane-2-yl)-1H-pyrazolo[3,4-b]pyrazin-6-yl]piperazine